5-[4-amino-5-(trifluoromethyl)pyrrolo[2,1-f][1,2,4]triazin-7-yl]-N-[(3R,4S)-1-(5-bromo-1,2,3,4-tetrahydronaphthalen-1-yl)-4-fluoropyrrolidin-3-yl]-2-methoxypyridine-3-carboxamide NC1=NC=NN2C1=C(C=C2C=2C=C(C(=NC2)OC)C(=O)N[C@@H]2CN(C[C@@H]2F)C2CCCC1=C(C=CC=C21)Br)C(F)(F)F